Methyl-Toluene CCC1=CC=CC=C1